C(C)(C)N1N=C(C2=C1NC(NC2=O)(C)C)C2=CC=C(C=C2)CC(=O)NC2=NOC(=C2)C2(CC2)C(F)(F)F 2-[4-(1-Isopropyl-6,6-dimethyl-4-oxo-5,7-dihydropyrazolo[3,4-d]pyrimidin-3-yl)phenyl]-N-[5-[1-(trifluoromethyl)cyclopropyl]isoxazol-3-yl]acetamide